ClC1=C(C(=CC=C1)F)N1C=2N(C3=C(C1=O)C=NC(=N3)NC3=CC(=C(C=C3)N3CCC(CC3)N(C)C)F)CCN2 6-(2-Chloro-6-fluorophenyl)-2-((4-(4-(dimethylamino)piperidin-1-yl)-3-fluorophenyl)amino)-8,9-dihydroimidazo[1,2-a]pyrimido[5,4-e]pyrimidin-5(6H)-one